BrCCCC(C)C 1-bromo-4-methylpentane